methyl-[1,4'-bipiperidine] CC1N(CCCC1)C1CCNCC1